naphth-imidazole N1=CNC2=C1C1=CC=CC=C1C=C2